NC1=CC(=NC(=N1)NC1=C(C=CC=C1)O)C(=O)N(C1CC2=CC=CC=C2CC1)C 6-amino-2-((2-hydroxyphenyl)amino)-N-methyl-N-(1,2,3,4-tetrahydronaphthalen-2-yl)pyrimidine-4-carboxamide